BrCCC1=CC2=C(OCCO2)C=C1 6-(2-bromoethyl)-2,3-dihydrobenzo[b][1,4]dioxin